Cl.Cl.NCC1=CC=C(C(=N)N)C=C1 4-aminomethylbenzamidine dihydrochloride